tert-butyl (5-(pyridin-3-yloxy)picolinoyl)glycinate N1=CC(=CC=C1)OC=1C=CC(=NC1)C(=O)NCC(=O)OC(C)(C)C